C(C)OC(CC(O)C1CC(C1)(C)C)=O 3-(3,3-dimethylcyclobutyl)-3-hydroxy-propionic acid ethyl ester